methyl (2S)-6-(tert-butoxycarbonylamino)-2-[[4-[[4-[[(3R,4R)-1-(2-cyanoacetyl)-4-methyl-3-piperidyl]-methyl-amino]pyrrolo[2,3-d]pyrimidine-7-carbonyl]amino]benzoyl]amino]hexanoate C(C)(C)(C)OC(=O)NCCCC[C@@H](C(=O)OC)NC(C1=CC=C(C=C1)NC(=O)N1C=CC2=C1N=CN=C2N(C)[C@H]2CN(CC[C@H]2C)C(CC#N)=O)=O